CCCCC/C=C\C/C=C\CCCCCCCCCC(=O)OCC1[C@H](C(C([C@@H](O1)O[C@H]2CC[C@@]3([C@H]4CC[C@]5([C@H]([C@@H]4CC=C3C2)CC[C@@H]5[C@H](C)CCCC(C)C)C)C)O)O)O 3-O-(6'-O-(11Z,14Z-eicosadienoyl)-beta-D-glucopyranosyl)-cholest-5-en-3beta-ol